N(=[N+]=[N-])CC=1C=CC(=C2C=CNC12)Br 7-(azidomethyl)-4-bromo-1H-indole